C(C)(C)(C)OC(=O)N1C[C@@H](N(CC1)S(=O)(=O)C1N(CCCCC1)C)CC#N (3S)-3-(cyanomethyl)-4-((1-methylazepan-2-yl)sulfonyl)piperazine-1-carboxylic acid tert-butyl ester